N-(3-(4-(2,6-dioxopiperidin-3-yl)benzofuran-2-yl)prop-2-yn-1-yl)-5-(1-methyl-4-(1,3,7-trimethyl-2-oxo-1,2-dihydroquinolin-5-yl)-1,2,3,4-tetrahydropyrido[3,4-b]pyrazin-7-yl)picolinamide O=C1NC(CCC1C1=CC=CC2=C1C=C(O2)C#CCNC(C2=NC=C(C=C2)C2=CC1=C(N(CCN1C)C1=C3C=C(C(N(C3=CC(=C1)C)C)=O)C)C=N2)=O)=O